C1(=CC=CC=C1)OC(=O)N1CC2=CC(=CC=C2CC1)C(=O)N1CC2=CC=CC=C2C[C@H]1CN1CCOCC1 7-{[(3S)-3-(morpholin-4-ylmethyl)-3,4-dihydroisoquinolin-2(1H)-yl]carbonyl}-3,4-dihydroisoquinoline-2(1H)-carboxylic acid phenyl ester